FC(CP(OC)(=O)C1=C(C=CC=C1)F)(F)F methyl (2,2,2-trifluoroethyl)(2-fluorophenyl)phosphinate